1-(2-(2-((3R,4R)-3-amino-4-fluoropiperidin-1-yl)-5,6-difluoro-1H-benzo[d]imidazol-1-yl)acetyl)-N-methylpiperidine-3-carboxamide N[C@@H]1CN(CC[C@H]1F)C1=NC2=C(N1CC(=O)N1CC(CCC1)C(=O)NC)C=C(C(=C2)F)F